3-methyl-1-(2,2,2-trifluoroethyl)pyrazol CC1=NN(C=C1)CC(F)(F)F